OC=1C=C(C=CC1O)C=CC(=O)OC\C=C\C1=CC=CC=C1 (E)-cinnamyl 3-(3,4-dihydroxyphenyl)acrylate